O1C(C=CC2=CC=CC=C12)=NN coumarin hydrazone